(R)-1,3-dimethyl-N-(2-(1-methylpiperidin-2-yl)-1H-pyrrolo[3,2-c]pyridin-6-yl)-4-oxo-3,4-dihydrophthalazine-6-carboxamide CC1=NN(C(C2=CC(=CC=C12)C(=O)NC1=CC2=C(C=N1)C=C(N2)[C@@H]2N(CCCC2)C)=O)C